ON=C(N)C1=NON=C1NCCOC N'-hydroxy-4-((2-methoxyethyl)amino)-1,2,5-oxadiazole-3-formamidine